C(C1=CC=CC=C1)(=O)[O-].COC(C1=CC=C(C=C1)[S+](C)C)(C1=C(C=CC=C1)SC1=CC=CC=C1)OC {4-[dimethoxy-(2-phenylthiophenyl)methyl]phenyl}dimethylsulfonium benzoate